[Cl-].FC(C1C[NH2+]CCO1)F 2-(difluoromethyl)morpholin-4-ium chloride